4-methylbenzenesulfonamide, sodium salt [Na+].CC1=CC=C(C=C1)S(=O)(=O)[NH-]